C1(=CC=CC=C1)[SiH2]CCCCCC Phenyl-hexyl-silane